COC=1C=C(C=CC1)NC1=CC=C2C(=N1)ON=C2N N6-(3-Methoxyphenyl)isoxazolo[5,4-b]pyridin-3,6-diamin